BrCC1=C(C(=CC(=C1)F)CBr)O 2,6-bis(bromomethyl)-4-fluoro-phenol